O(C1=CC=CC=C1)C1=CC=C(C=C1)OC(C(=C)C)=O.ClC=1C(=NC(=NC1)NC=1C=CC2=C(CCCC(C2)N2CCN(CC2)CCO)C1OC)NC1=C(C(=O)NC)C=CC=C1 2-((5-chloro-2-((6-(4-(2-hydroxyethyl)piperazin-1-yl)-1-methoxy-6,7,8,9-tetrahydro-5H-benzo[7]annulen-2-yl)amino)pyrimidin-4-yl)amino)-N-methylbenzamide p-phenoxyphenyl-methacrylate